(6R,6aS,11aR)-9-cyclohexyl-14-(cyclopropylmethyl)-8-methyl-5,6,9,11-tetrahydro-6,11a-(epiminoethano)naphtho[2,1-f]indazole-2,6a(7H)-diol C1(CCCCC1)N1N=C2C[C@@]34[C@@](CC2=C1C)([C@@H](CC=1C=CC(=CC13)O)N(CC4)CC4CC4)O